6-bromo-5-fluoro-8-methylfuro[3,2-f]quinazoline-1,3(2H,4H)-dione BrC=1C2=C(C=3C(NC(NC3C1F)=O)=O)C=C(O2)C